Di(butoxy-ethoxy-ethyl) adipate C(CCCCC(=O)OCC(OCC)OCCCC)(=O)OCC(OCC)OCCCC